CC(CCC)C1=C(C=CC=C1O)O 2-Pentan-2-ylbenzene-1,3-diol